C(C)(C)(C)OC(=O)N1C=C(C=2C1=CN=C(C2C)C2CCN(CC2)C(=O)OC(C)(C)C)C(=C)C 5-(1-(tert-Butoxycarbonyl)piperidin-4-yl)-4-methyl-3-(prop-1-en-2-yl)-1H-pyrrolo[2,3-c]pyridine-1-carboxylic acid tert-butyl ester